2,4,6-trimethylbenzoyl-phosphine-oxide CC1=C(C(=O)[PH2]=O)C(=CC(=C1)C)C